(S)-3-(isoquinolin-4-ylamino)pyrrolidine-1-carboxylic acid tert-butyl ester C(C)(C)(C)OC(=O)N1C[C@H](CC1)NC1=CN=CC2=CC=CC=C12